C(C1=CC=CC=C1)C=1C(=NC=C(N1)C1=CC=CC=C1)N[C@@H](CC1=CC=C(C=C1)O)C(=O)OCC Ethyl (3-benzyl-5-phenylpyrazin-2-yl)tyrosinate